methyl N-[5-[6-[methyl(phenyl)carbamoyl]imidazo[1,2-a]pyridin-3-yl]-2-pyridyl]carbamate CN(C(=O)C=1C=CC=2N(C1)C(=CN2)C=2C=CC(=NC2)NC(OC)=O)C2=CC=CC=C2